(-)-4-(4,5-Bis(4-chlorophenyl)-2-(2-isopropoxy-4-methoxyphenyl)-4,5-dihydro-1H-imidazole-1-carbonyl)piperazin-2-one ClC1=CC=C(C=C1)C1N=C(N(C1C1=CC=C(C=C1)Cl)C(=O)N1CC(NCC1)=O)C1=C(C=C(C=C1)OC)OC(C)C